N,N,N',N'-Tetramethyl-S-(1-oxido-2-pyridyl)-thiuronium hexafluorophosphate F[P-](F)(F)(F)(F)F.C[N+](=C(SC1=[N+](C=CC=C1)[O-])N(C)C)C